C1C(CC12CCC1(OCCO1)CC2)=CC(=O)OCC Ethyl 2-(8,11-dioxadispiro[3.2.47.24]tridecan-2-ylidene)acetate